tetrahydro-3-furancarboxylic acid O1CC(CC1)C(=O)O